N-(2,4-difluoro-3-(3-fluoropropionamido)phenyl)benzamide FC1=C(C=CC(=C1NC(CCF)=O)F)NC(C1=CC=CC=C1)=O